CC1=C(C=C(C=C1)C(=C)C1=CC=CC=C1)C 1,2-dimethyl-4-(1-phenylvinyl)benzene